1-[(4S)-7,8-dichloro-6-(2,6-difluorophenyl)-4-methyl-4H-[1,2,4]triazolo[1,5-a][1,4]benzodiazepin-2-yl]pyrrolidin-2-one ClC1=C(C=CC2=C1C(=N[C@H](C=1N2N=C(N1)N1C(CCC1)=O)C)C1=C(C=CC=C1F)F)Cl